methyl 6-[[(2-amino-8-fluoro-quinazoline-4-carbonyl)amino]methyl]pyridine-2-carboxylate NC1=NC2=C(C=CC=C2C(=N1)C(=O)NCC1=CC=CC(=N1)C(=O)OC)F